3-((6-bromo-2-oxo-1,2-dihydroquinolin-3-yl)methyl)benzoic acid methyl ester COC(C1=CC(=CC=C1)CC=1C(NC2=CC=C(C=C2C1)Br)=O)=O